C(C1=CC=CC=C1)N1CCN(CC1)C1C(N(C1)C1=CC(=NC(=C1)C(F)(F)F)Cl)COCC(=O)O 2-((3-(4-Benzylpiperazin-1-yl)-1-(2-chloro-6-(trifluoromethyl)pyridin-4-yl)azetidin-2-yl)methoxy)acetic acid